CN(C=1C=NN(C1)C=1C=CC2=C(C1)COC=1N=C(SC12)N(C1CC(NC(C1)(C)C)(C)C)C)C 7-(4-(Dimethylamino)-1H-pyrazol-1-yl)-N-methyl-N-(2,2,6,6-tetramethylpiperidin-4-yl)-5H-isochromeno[3,4-d]thiazol-2-amine